7-chloro-4-(methylamino)-1-(pyridin-2-yl)-quinazolin-2(1H)-one ClC1=CC=C2C(=NC(N(C2=C1)C1=NC=CC=C1)=O)NC